[Si](C)(C)(C)C=[N+]=[N-] TMS-diazomethane